(R)-5-(methoxymethyl)-5-methyl-7-(1-methyl-1H-pyrazol-3-yl)-N-(4-(4-methylpiperazin-1-yl)phenyl)-6,7-dihydro-5H-pyrrolo[2,3-d]pyrimidin-2-amine COC[C@]1(CN(C=2N=C(N=CC21)NC2=CC=C(C=C2)N2CCN(CC2)C)C2=NN(C=C2)C)C